N1=C(C=NC=C1)C=1C=C2C=NNC2=CC1 5-(pyrazin-2-yl)-1H-indazole